2-fluoro-3-(trifluoro-methyl)sulfolane tert-butyl-7-hydroxy-3-oxa-9-azabicyclo[3.3.1]nonane-9-carboxylate C(C)(C)(C)OC(=O)N1C2COCC1CC(C2)O.FC2S(=O)(=O)CCC2C(F)(F)F